N1(CCC1)CC1=CC(=NC=C1)NC=1SC2=C(N1)C=CC(=C2)C=2C=NNC2 N-(4-(azetidin-1-ylmethyl)-pyridin-2-yl)-6-(1H-pyrazol-4-yl)benzo[d]-thiazol-2-amine